(S)-N-((R)-(3'-bromo-6',7'-dihydrospiro[cyclopropane-1,5'-pyrrolo[1,2-c]imidazol]-1'-yl)(1-(phenylsulfonyl)-1H-indol-2-yl)methyl)-2-methylpropane-2-sulfinamide BrC1=NC(=C2N1C1(CC2)CC1)[C@@H](N[S@@](=O)C(C)(C)C)C=1N(C2=CC=CC=C2C1)S(=O)(=O)C1=CC=CC=C1